ClC=1C=C(C=C(C1OC=1C=C(C(=CC1)O)C1=CC=C(C=C1)NC(=O)N)Cl)NC(C)=O N-(3,5-dichloro-4-((6-hydroxy-4'-ureido-[1,1'-biphenyl]-3-yl)oxy)phenyl)acetamide